3-(3-propoxypropoxy)propanoate C(CC)OCCCOCCC(=O)[O-]